2-((naphthalene-2-ylmethyl)sulfinyl)benzo[d]oxazole C1=C(C=CC2=CC=CC=C12)CS(=O)C=1OC2=C(N1)C=CC=C2